C(C)(=O)O[C@H]1[C@@H](O[C@]([C@H]1OCC1=CC=CC=C1)(C#N)COCC1=CC=CC=C1)N1C(N=C(C(=C1)Br)N)=O (2R,3R,4S,5R)-2-(4-amino-5-bromo-2-oxopyrimidin-1(2H)-yl)-4-(benzyloxy)-5-((benzyloxy)methyl)-5-cyanotetrahydrofuran-3-yl acetate